methyl 2-((4-(6-(4-cyano-2-fluorobenzyloxy) pyridin-2-yl) piperazin-1-yl) methyl)-3-bromoimidazo[1,2-a]pyridine-6-carboxylate C(#N)C1=CC(=C(COC2=CC=CC(=N2)N2CCN(CC2)CC=2N=C3N(C=C(C=C3)C(=O)OC)C2Br)C=C1)F